COC([C@H](C[C@H]1C(NCC1)=O)NC(=O)[C@H]1NC[C@@H](C1)OC(C)(C)C)=O (S)-methyl-2-((2S,4R)-4-(tert-butoxy)pyrrolidine-2-carboxamido)-3-((S)-2-oxopyrrolidin-3-yl)propanoate